3,7-Dimethyl-6-Octenyl-Oxyacetaldehyde CC(CCOCC=O)CCC=C(C)C